6-(4-isopropyl-3-(5-(1-neopentylpiperidin-4-yl)pyridin-2-yl)-1H-pyrazol-5-yl)-8-methoxy-[1,2,4]triazolo[1,5-a]pyridine C(C)(C)C=1C(=NNC1C=1C=C(C=2N(C1)N=CN2)OC)C2=NC=C(C=C2)C2CCN(CC2)CC(C)(C)C